ClC1=C(C(=NC(=C1)C=1C(=C(C=CC1)C1=C(C(=CC=C1)B1OC(C(O1)(C)C)(C)C)Cl)Cl)OC)CN(C(OC(C)(C)C)=O)C[C@H]1NC(CC1)=O (S)-tert-Butyl ((4-chloro-6-(2,2'-dichloro-3'-(4,4,5,5-tetramethyl-1,3,2-dioxaborolan-2-yl)-[1,1'-biphenyl]-3-yl)-2-methoxypyridin-3-yl)methyl)((5-oxopyrrolidin-2-yl)methyl)carbamate